C1(CCCC1)NC1=CC(=C2C(NC(=NC2=C1)CS[C@H]1[C@@H](CNCC1)F)=O)F 7-(Cyclopentylamino)-5-fluoro-2-((((3R,4R)-3-fluoropiperidin-4-yl)thio)methyl)quinazolin-4(3H)-one